ClC1=CC(=C(C(=C1)C)C1=CC=C(N=N1)CN1C(OCC1)=O)O 3-((6-(4-Chloro-2-hydroxy-6-methylphenyl)pyridazin-3-yl)methyl)oxazolidin-2-one